ClC1=C(C(=CC=C1Cl)F)[C@]1(CN(CC1)C(=O)OC(C)(C)C)NC=1C=CC=2N=CN(C(C2N1)=O)C tertbutyl (R)-3-(2,3-dichloro-6-fluorophenyl)-3-((3-methyl-4-oxo-3,4-dihydropyrido[3,2-d]pyrimidin-6-yl)amino)pyrrolidine-1-carboxylate